COC(C1=CC(C(=O)OC)=C(C=C1)N)=O 4-Aminoisophthalic acid dimethyl ester